4-(4-((5-cyclopropyl-3-(2,6-dichlorophenyl)isoxazol-4-yl)methoxy)piperidin-1-yl)-2-fluorobenzoic acid C1(CC1)C1=C(C(=NO1)C1=C(C=CC=C1Cl)Cl)COC1CCN(CC1)C1=CC(=C(C(=O)O)C=C1)F